C(C1=CC=CC=C1)NS(=O)(=O)C1=C(C=CC(=C1)C1=NC2=C(C=CN=C2C=C1)N1CCOCC1)OC N-benzyl-2-methoxy-5-(8-morpholino-1,5-naphthyridin-2-yl)benzenesulfonamide